4-[(1S)-1-methyl-2-[[(R)-phenyl-[(3R)-1,2,3,4-tetrahydropyrido[2,3-b]pyrazin-3-yl]methyl]amino]ethyl]benzonitrile C[C@H](CN[C@@H]([C@H]1CNC2=C(N1)N=CC=C2)C2=CC=CC=C2)C2=CC=C(C#N)C=C2